6-[6-chloro-8-[2-(2,2,2-trifluoroethoxy)phenyl]imidazo[1,2-a]pyridin-2-yl]-2-methyl-5-oxa-2,7-diazaspiro[3.4]oct-6-ene ClC=1C=C(C=2N(C1)C=C(N2)C=2OC1(CN(C1)C)CN2)C2=C(C=CC=C2)OCC(F)(F)F